FC=1C=C(C=CC1OCC)C1=C(C=CC(=N1)C1=NC2=CC=CC=C2C=N1)CC 2-[6-(3-fluoro-4-ethoxy-phenyl)-5-ethyl-2-pyridyl]quinazoline